OC1(CC1)C1=NNC(=N1)C1CC2(CN(C2)C(=O)N2CC(C2)C23CC(C2)(C3)CC=3C=NC(=CC3)C(F)(F)F)C1 [6-[3-(1-hydroxycyclopropyl)-1H-1,2,4-triazol-5-yl]-2-azaspiro[3.3]heptan-2-yl]-[3-[3-[[6-(trifluoromethyl)-3-pyridyl]methyl]-1-bicyclo[1.1.1]pentanyl]azetidin-1-yl]methanone